3-(2-(4-(4-methyl-7-(trifluoromethyl)quinazolin-2-yl)phenoxy)ethoxy)cyclobutanecarboxylic acid CC1=NC(=NC2=CC(=CC=C12)C(F)(F)F)C1=CC=C(OCCOC2CC(C2)C(=O)O)C=C1